Methyl-(2R)-2-{[4-chloro-5-(2-fluoropyridin-4-yl)-1-(pyridin-2-yl)-1H-pyrazol-3-yl]oxy}propanoat COC([C@@H](C)OC1=NN(C(=C1Cl)C1=CC(=NC=C1)F)C1=NC=CC=C1)=O